Methyl 3-chloro-6-(2-chloro-5-fluoro-4-(trifluoromethyl) phenyl)picolinate ClC=1C(=NC(=CC1)C1=C(C=C(C(=C1)F)C(F)(F)F)Cl)C(=O)OC